ClC1=CN=CC(=N1)C(=O)N1C2=C(OCC1)C=CC=C2 (6-chloropyrazin-2-yl)(2,3-dihydro-4H-benzo[b][1,4]oxazin-4-yl)-methanone